2-(6-(((1R,3S,5S)-1,5-dimethyl-8-azabicyclo[3.2.1]octan-3-yl)(methyl)amino)pyridazin-3-yl)-5-(1-(trifluoromethyl)-1H-pyrazol-4-yl)phenol C[C@]12CC(C[C@](CC1)(N2)C)N(C2=CC=C(N=N2)C2=C(C=C(C=C2)C=2C=NN(C2)C(F)(F)F)O)C